N1=CC=NC=2C1=C1C(C=CS1)=CC2 pyrazinobenzothiophene